ClC1=CC=C(CNC(NC2=CC=C(C=C2)NC(=O)C2CC2)=O)C=C1 N-(4-(3-(4-chlorobenzyl)ureido)phenyl)cyclopropanecarboxamide